ClC=1C=C(C=C(C1OC=1C=C2C=CNC2=CC1)Cl)N1N=C(C(NC1=O)=O)C#N 2-[3,5-dichloro-4-(1H-indol-5-yloxy)phenyl]-3,5-dioxo-4H-1,2,4-triazine-6-carbonitrile